2-(4-Benzylpiperazin-1-yl)-N-(6-methoxypyridin-3-yl)ethanesulphonamide C(C1=CC=CC=C1)N1CCN(CC1)CCS(=O)(=O)NC=1C=NC(=CC1)OC